BrC=1C=C(C=CC1Cl)C([C@H](C)O)=O (S)-1-(3-bromo-4-chlorophenyl)-2-hydroxy-propan-1-one